FC([C@@H](OC1=NN(C2=NN=C(C=C21)C=2C(NC(NC2)=O)=O)C)C2=NC=NC(=C2)OCC(F)(F)F)F 5-[3-[(1S)-2,2-difluoro-1-[6-(2,2,2-trifluoroethoxy)pyrimidin-4-yl]ethoxy]-1-methyl-pyrazolo[3,4-c]pyridazin-5-yl]-1H-pyrimidine-2,4-dione